BrC=1C(=C(C=CC1)C=CC(=O)O)F 3-(3-bromo-2-fluorophenyl)acrylic acid